C(C)(=O)OCCCCC\C=C\CCI (6E)-9-iodo-6-nonenyl acetate